4-[(3-chloro-4-fluorophenyl)amino]-6-(cis-4-{N-[(morpholin-4-yl)carbonyl]-N-methyl-amino}-cyclohexan-1-yloxy)-7-methoxy-quinazoline ClC=1C=C(C=CC1F)NC1=NC=NC2=CC(=C(C=C12)O[C@@H]1CC[C@@H](CC1)N(C)C(=O)N1CCOCC1)OC